C(C)(C)(C)OC(=O)N1CCN(CC1)C=1C=NC(=CC1)C(NCC1CC1)=O 4-(6-((cyclopropylmethyl)carbamoyl)pyridin-3-yl)piperazine-1-carboxylic acid tert-butyl ester